methylenedioxythiomorpholinoethylbenzophenone C1OC=2C(=C(C(=O)C3=CC=CC=C3)C=CC2O1)CCN1CCSCC1